C(C1=CC=CC=C1)C=1C(=NC=CC1)C=1N(C(N2C1CN(CC2)C(C2=CC(=C(C=C2)Br)Cl)=O)=O)C2=CC=C(C=C2)OC 1-(3-benzyl-2-pyridyl)-7-(4-bromo-3-chloro-benzoyl)-2-(4-methoxyphenyl)-6,8-dihydro-5H-imidazo[1,5-a]pyrazin-3-one